6-{[(2R,5R)-5-methyl-4-{[2-(2H-1,2,3-triazol-2-yl)phenyl]carbonyl}thiomorpholin-2-yl]methoxy}pyridine-3-carbonitrile C[C@@H]1CS[C@H](CN1C(=O)C1=C(C=CC=C1)N1N=CC=N1)COC1=CC=C(C=N1)C#N